7H-benzo[de]anthracen-7-one C1=CC=C2C=CC=C3C(C=4C=CC=CC4C1=C23)=O